(R)-4-(5-(5-(1-(3,5-dichloropyridin-4-yl)ethoxy)-1H-pyrazolopyridin-3-yl)-3-fluoropyridin-2-yl)-3,6-dihydro-2H-thiopyran 1,1-dioxide ClC=1C=NC=C(C1[C@@H](C)OC1=NC2=C(C=C1)NN=C2C=2C=C(C(=NC2)C=2CCS(CC2)(=O)=O)F)Cl